CC(C[C@@H](C(N[C@H](C=O)C[C@H]1C(NCC1)=O)=O)NC(OC1C(CCC1)CC1=CC(=CC=C1)Cl)=O)C 2-(3-chlorobenzyl)cyclopentyl ((S)-4-methyl-1-oxo-1-(((S)-1-oxo-3-((S)-2-oxopyrrolidin-3-yl)propan-2-yl)amino)pentan-2-yl)carbamate